C(C1=CC=CC=C1)N1N=C(N=C1)C(=O)NC1C(N(C=2N(CC1)N=C(C2)C)CC2=C(C=C(C=C2)OC)OC)=O 1-benzyl-N-[4-[(2,4-dimethoxyphenyl)methyl]-2-methyl-5-oxo-7,8-dihydro-6H-pyrazolo[1,5-a][1,3]diazepin-6-yl]-1,2,4-triazole-3-carboxamide